FC=1C=C2N(CC(NC2=CC1F)=O)C(CCO)=O 6,7-difluoro-4-(3-hydroxypropanoyl)-3,4-dihydroquinoxalin-2(1H)-one